11-chloro-1,1-dimethoxy-7-undecene ClCCCC=CCCCCCC(OC)OC